C1=CCCCCCCCCCCCCCCCCCCCCCCCCCCCC1 cyclotriacontene